C1(CC1)C1=NC=NC(=C1C1=NC=C(C(=N1)C(C)(O)C1=CC=C(C=C1)C=1N(C=C(N1)C(F)(F)F)C)OC)OCC 1-(4'-cyclopropyl-6'-ethoxy-5-methoxy-[2,5'-bipyrimidin]-4-yl)-1-(4-(1-methyl-4-(trifluoromethyl)-1H-imidazol-2-yl)phenyl)ethan-1-ol